C1(CC1)CN1C(=CC2=CC=C(C=C12)C1CCNCC1)C1=NC2=C(N1C)C(=CC(=C2)C(=O)N2[C@@H]1CC[C@H](C2)[C@H]1N)OC (1R,4R,7R)-2-{2-[1-(cyclopropylmethyl)-6-(piperidin-4-yl)-1H-indol-2-yl]-7-methoxy-1-methyl-1H-1,3-benzodiazole-5-carbonyl}-2-azabicyclo[2.2.1]heptan-7-amine